C1=C2CC3C(C2=CC=C1)(C=1C=CC=CC1C3)N3N1C(C(N(C3)CC3CCOCC3)=O)=C(C(C=C1)=O)O 1-(9a,10-dihydroindeno[1,2-a]inden-4b(9H)-yl)-5-hydroxy-3-((tetrahydro-2H-pyran-4-yl)methyl)-2,3-dihydro-1H-pyrido[2,1-f][1,2,4]triazine-4,6-dione